2-allyl-6-(9H-carbazol-9-yl)-4-methylphenol C(C=C)C1=C(C(=CC(=C1)C)N1C2=CC=CC=C2C=2C=CC=CC12)O